CC=1N(C(C2=C(N1)C=C(N=C2C2=C(C(=C(C=C2)F)F)F)N2C[C@@H](OCC2)C=2C=NN(C2)C)=O)C 2,3-dimethyl-7-((2S)-2-(1-methyl-1H-pyrazol-4-yl)-4-morpholinyl)-5-(2,3,4-trifluorophenyl)pyrido[4,3-d]pyrimidin-4(3H)-one